C(C)(C)(C)OC(=O)N1CCC(CC1)COC1=CC(=NC=C1)N.ClC1=CC=C(CC2C(C(CC2)C(=O)OC)=O)C=C1 methyl 3-(4-chlorobenzyl)-2-oxocyclopentanecarboxylate tert-Butyl-4-{[(2-aminopyridin-4-yl)oxy]methyl}piperidine-1-carboxylate